5,7-dibromo-6-[(2-chloro-5-fluorophenyl)carbonyl]-3,4-dihydrospiro[benzo[1,4]oxazin-2,1'-cyclopropan]-3-one BrC1=C(C(=CC2=C1NC(C1(CC1)O2)=O)Br)C(=O)C2=C(C=CC(=C2)F)Cl